2-(6-fluoropyridin-3-yl)benzo[d]thiazol-6-amine FC1=CC=C(C=N1)C=1SC2=C(N1)C=CC(=C2)N